ClC=1C=C2C(=CNC2=CC1)N=C=S 5-chloro-3-isothiocyanato-1H-indole